OC1=C(C=O)C=C(C=C1)N1CC2(CC1)CNCC2 2-hydroxy-5-(2,7-diazaspiro[4.4]nonan-2-yl)benzaldehyde